ClC1=CC=C(C=C1)NC(N(C)[C@H](C)C1=CNC(C2=CC(=C(C=C12)F)F)=O)=O |r| Racemic-3-(4-chlorophenyl)-1-(1-(6,7-difluoro-1-oxo-1,2-dihydroisoquinolin-4-yl)ethyl)-1-methylurea